C(C1=CC=CC=C1)N1CC(C(CC1)N(C(OC(C)(C)C)=O)C)(F)F tert-butyl N-(1-benzyl-3,3-difluoro-4-piperidyl)-N-methyl-carbamate